2-(3-(5-chloro-2-methoxyphenyl)ureido)-N,N-dimethyl-6,7-dihydrothiazolo[5,4-c]pyridine-5(4H)-sulfonamide ClC=1C=CC(=C(C1)NC(NC=1SC=2CN(CCC2N1)S(=O)(=O)N(C)C)=O)OC